C(C1=CC=CC=C1)(=O)NC(C(=O)O)CCN(CCCCC1=NC=2NCCCC2C=C1)CCC(F)F 2-benzamido-4-[3,3-difluoropropyl-[4-(5,6,7,8-tetrahydro-1,8-naphthyridin-2-yl)butyl]amino]butanoic acid